ClC1=NC(=NC=C1)NCCNC1=C2C(N(C(C2=CC=C1)=O)C1C(NC(CC1)=O)=O)=O 4-((2-((4-chloropyrimidin-2-yl)amino)ethyl)amino)-2-(2,6-dioxopiperidin-3-yl)isoindoline-1,3-dione